3-((R)-3-((S)-3-(3-(Cyclopropylsulfonyl)phenoxy)-2-hydroxypropylamino)-1-oxa-8-azaspiro[4.5]decan-8-ylsulfonyl)-1-ethylchinolin-4(1H)-on C1(CC1)S(=O)(=O)C=1C=C(OC[C@H](CN[C@H]2COC3(C2)CCN(CC3)S(=O)(=O)C3=CN(C2=CC=CC=C2C3=O)CC)O)C=CC1